[N+](=O)([O-])C1=NNC(=N1)[Cu] 3-nitro-1,2,4-triazolyl-copper